(2S)-(3-(5-((2,2-Difluoro-2-(4-fluorophenyl)acetamido)methyl)-1-oxoisoindolin-2-yl)-2,6-dioxopiperidin-1-yl)methyl 2-((tert-butoxycarbonyl)amino)-3-methylbutanoate C(C)(C)(C)OC(=O)N[C@H](C(=O)OCN1C(C(CCC1=O)N1C(C2=CC=C(C=C2C1)CNC(C(C1=CC=C(C=C1)F)(F)F)=O)=O)=O)C(C)C